N-((3r,4r)-4-hydroxypyrrolidin-3-yl)acetamide O[C@H]1[C@@H](CNC1)NC(C)=O